bis((2-bromoethyl)amino)phosphinic acid 4-[(2-cyclopropyl-3-oxo-1H-isoindol-5-yl) oxy]-5-nitro-2,3-dihydro-1H-inden-1-yl ester C1(CC1)N1CC2=CC=C(C=C2C1=O)OC1=C2CCC(C2=CC=C1[N+](=O)[O-])OP(=O)(NCCBr)NCCBr